C(C)(=O)O[C@@H]1[C@@H]([C@H](O[C@H]1N1C2=NC(=NC=C2N(C1=O)CC1=CC=C(C=C1)F)N)COC(C)=O)F.ClC1=CC2=C(C3=CC=CC=C3C(=C2C=C1)OCCCCCCCCC(=O)OC)OCCCCCCCCC(=O)OC 2-chloro-9,10-bis(methoxycarbonyloctyloxy)anthracene ((2R,3R,4S,5R)-4-acetoxy-5-(2-amino-7-(4-fluorobenzyl)-8-oxo-7,8-dihydro-9H-purin-9-yl)-3-fluorotetrahydrofuran-2-yl)methylacetat